3-ethoxy-1H-indenecarbonitrile (S)-quinuclidin-3-yl((R)-6-(3-chloro-4-isopropoxyphenyl)-2,2-dimethyl-1,2,3,4-tetrahydronaphthalen-1-yl)carbamate N12C[C@H](C(CC1)CC2)N(C(O)=O)[C@@H]2C(CCC1=CC(=CC=C21)C2=CC(=C(C=C2)OC(C)C)Cl)(C)C.C(C)OC2=CC(C1=CC=CC=C21)C#N